1,3,5-triazine-2,4,6-trithiol trisodium salt [Na].[Na].[Na].N1=C(N=C(N=C1S)S)S